C1[C@H]([C@@]1(CN2C=NC3=C2N=C(NC3=O)N)CO)CO (1'S,2'R)-9-{[1',2'-bis(hydroxymethyl)cycloprop-1'-yl]methyl}guanine